N-(2-methyl-3-((5-phenyl-7H-pyrrolo[2,3-d]pyrimidin-4-yl)amino)propyl)acetamide CC(CNC(C)=O)CNC=1C2=C(N=CN1)NC=C2C2=CC=CC=C2